BrC=1C(=NN(C1C)C)C(=O)N1C[C@@H](N(CC1)CCC1=CC=C(C=C1)F)C (4-Bromo-1,5-dimethyl-1H-pyrazol-3-yl)-{(S)-4-[2-(4-fluoro-phenyl)-ethyl]-3-methyl-piperazin-1-yl}-methanone